heneicosane montanate C(CCCCCCCCCCCCCCCCCCCCCCCCCCC)(=O)O.CCCCCCCCCCCCCCCCCCCCC